(E)-3-(1,3-benzodioxol-5-yl)-N-ethyl-N-(tetrahydrofuran-2-ylmethyl)prop-2-enamide O1COC2=C1C=CC(=C2)/C=C/C(=O)N(CC2OCCC2)CC